(butylcarbamoyl)-2-benzimidazolecarbamate C(CCC)NC(=O)OC(NC=1NC2=C(N1)C=CC=C2)=O